N,N-dihexyl-2-aminocaproic acid hexyl ester C(CCCCC)OC(C(CCCC)N(CCCCCC)CCCCCC)=O